N[C@H](C(=O)O)CCCC=C (S)-2-AMINO-6-HEPTENOIC ACID